COC(CC=1N(C2=C(C=NC=3N=C(C=CC23)OC)N1)CC1=CC(=C(C=C1)S(N)(=O)=O)F)=O 2-(1-(3-fluoro-4-sulfamoylbenzyl)-7-methoxy-1H-imidazo[4,5-c][1,8]naphthyridin-2-yl)-acetic acid methyl ester